(R)-7-(benzylthio)-4-(2,2-difluoroethyl)-1-methyl-2,4-dihydroimidazo[1,2-a]quinazolin-5(1H)-one C(C1=CC=CC=C1)SC=1C=C2C(N(C=3N(C2=CC1)[C@@H](CN3)C)CC(F)F)=O